(R)-6-Hydroxy-2',3,3',4,5',6'-hexahydro-1H-spiro[naphthalene-2,4'-pyran] OC=1C=C2CCC3(CCOCC3)CC2=CC1